2-(chroman-6-yl)acetic acid O1CCCC2=CC(=CC=C12)CC(=O)O